methyl-7H-pyrrolo[2,3-c]pyridazin CC1=CC2=C(N=N1)NC=C2